BrC=1C=C(SC1Br)COC1OCCCC1 t-2-((4,5-dibromothiophen-2-yl)methoxy)tetrahydro-2H-pyran